NC1(CC=CC(C(=O)NC)=C1)C(F)(F)F 5-amino-N-methyl-5-(trifluoromethyl)benzamide